5-[(1E)-3-methoxyprop-1-en-1-yl]pyrazine-2-carboxamide COC/C=C/C=1N=CC(=NC1)C(=O)N